2-[[5-fluoro-6-(4,4,5,5-tetramethyl-1,3,2-dioxaborolan-2-yl)quinazolin-2-yl]amino]ethanol FC1=C2C=NC(=NC2=CC=C1B1OC(C(O1)(C)C)(C)C)NCCO